(+/-)-4-[3-[2-chloro-4-(4-methylpiperazin-1-yl)phenyl]-1,4-oxazepan-4-yl]-6-methyl-pyrimidin-2-amine ClC1=C(C=CC(=C1)N1CCN(CC1)C)[C@@H]1COCCCN1C1=NC(=NC(=C1)C)N |r|